FC(C1=C2C(=C(N=C1)OC)N(C(=C2)CO)COCC[Si](C)(C)C)F (4-(difluoromethyl)-7-methoxy-1-((2-(trimethylsilyl)ethoxy)methyl)-1H-pyrrolo[2,3-c]pyridin-2-yl)methanol